ClC1=CC=C(CCC=2C=C(NC2)C(=O)OC=2C(NN=C(C2)CCC2=CC(=CC(=C2)F)F)=O)C=C1 6-(3,5-Difluorophenethyl)-3-oxo-2,3-dihydropyridazin-4-yl 4-(4-chlorophenethyl)-1H-pyrrole-2-carboxylate